C(C)(=O)N1[C@H](CN(CC1)C(C=C)=O)C1=CC(=NC(=C1)Cl)C1=CC(=NC(=N1)C)C(=O)NC (S)-6-(4-(1-acetyl-4-acryloylpiperazin-2-yl)-6-chloropyridin-2-yl)-N,2-dimethylpyrimidine-4-carboxamide